N1=CC=C(C=C1)C1=NC2=C(C=CC(=C2C=C1)N[C@@H]1CN(CC1)CC(N1[C@@H](CCC1)C#N)=O)C(=O)N (4-pyridyl)-5-[[(3S)-1-[2-oxo-2-[(2S)-2-cyanopyrrolidin-1-yl]ethyl]pyrrolidin-3-yl]amino]quinoline-8-carboxamide